1-ethyl-5-(4,4,5,5-tetramethyl-1,3,2-dioxaborolane-2-yl)-1H-pyrazole C(C)N1N=CC=C1B1OC(C(O1)(C)C)(C)C